C(#N)C1=C(C=C(C=C1)NC(C(C)(C)N1N=CC(=C1)CCC1CN(C1)C=1C=C2C(N(C(C2=CC1)=O)C1C(NC(CC1)=O)=O)=O)=O)C(F)(F)F N-(4-cyano-3-(trifluoromethyl)phenyl)-2-(4-(2-(1-(2-(2,6-dioxopiperidin-3-yl)-1,3-dioxo-2,3-dihydro-1H-isoindol-5-yl)azetidin-3-yl)ethyl)-1H-pyrazol-1-yl)-2-methylpropanamide